4-((2-ethoxyethyl)imino)-pent-2-en C(C)OCCN=C(C=CC)C